Cl.CN(C(O)=O)C1=NC2=C(N1)C=CC(=C2)SC2=CC=C(C=C2)N2CCN(CC2)C.CN([SiH](N[SiH3])N[SiH3])CCCC=CC2=CC=CC=C2 3-(N-methylphenylvinylpropylamino)trisilazane Methyl-(5-((4-(4-methylpiperazin-1-yl)phenyl)thio)-1H-benzo[d]imidazol-2-yl)carbamate hydrochloric acid salt